COC(=O)C1=CC=2NN=C(C2S1)I 3-iodo-1H-thieno[3,2-c]pyrazole-5-carboxylic acid methyl ester